P(=S)(O)(O)OC[C@@H]1[C@H](C[C@@H](O1)N1C(=O)N=C(N)C(=C1)C)O 5-methyl-2'-deoxycytidine 5'-monothiophosphate